(2-chloro-4-((4-nitrophenethyl)amino)quinolin-6-yl)(morpholino)methanone ClC1=NC2=CC=C(C=C2C(=C1)NCCC1=CC=C(C=C1)[N+](=O)[O-])C(=O)N1CCOCC1